S1C(=CC=C1)C(=O)N1CCOCC1 4-[(thiophen-2-yl)carbonyl]morpholine